4-(2-(N-(2-cyanobenzyl)-2,3,4,6-tetrafluorophenylsulfonamido)-N-(3-cyclopropyl-5-(pyrrolidin-1-yl)benzyl)acetamido)-3-ethoxybenzoic acid C(#N)C1=C(CN(S(=O)(=O)C2=C(C(=C(C=C2F)F)F)F)CC(=O)N(CC2=CC(=CC(=C2)N2CCCC2)C2CC2)C2=C(C=C(C(=O)O)C=C2)OCC)C=CC=C1